propyloctadecanoyl-9-yl adipate C1(CCCCC(=O)OC(CCCCCCC(C(=O)O1)CCC)CCCCCCCCC)=O